C(C=C)(=O)N1CC2(C1)CCN(CC2)C([C@@H](CC=C(Cl)Cl)C2=CC(=CC=C2)F)=O (S)-1-(2-acryloyl-2,7-diazaspiro[3.5]nonan-7-yl)-5,5-dichloro-2-(3-fluorophenyl)pent-4-en-1-one